4-(6-(5-azaspiro[2.3]hexan-5-yl)pyrazin-2-yl)-1H-1,2,3-triazol C1CC12CN(C2)C2=CN=CC(=N2)C=2N=NNC2